2-methyl-2-propene-1-sulfonate sodium salt [Na+].CC(CS(=O)(=O)[O-])=C